C1(=CC=CC=C1)[S+](=O)(C1=C(C=C(C=C1Br)Br)Br)C1=CC=CC=C1 diphenyl-(2,4,6-tribromophenyl)sulfoxonium